C(=C)OC=1C=CSC1 4-vinyloxythiophene